t-butyl 7-((methylsulfonyloxy) methyl)-3,4-dihydroisoquinoline-2(1H)-carboxylate CS(=O)(=O)OCC1=CC=C2CCN(CC2=C1)C(=O)OC(C)(C)C